C(#N)C1=CC(=C(C=C1)NS(=O)(=O)C1=CNC(=C1)C1=C(C=CC=C1)C#N)F N-(4-cyano-2-fluoro-phenyl)-5-(2-cyanophenyl)-1H-pyrrole-3-sulfonamide